1-[3-chloro-5-(2-hydroxyethylamino)phenyl]-3-(5-chloro-2-hydroxymethylphenyl)urea ClC=1C=C(C=C(C1)NCCO)NC(=O)NC1=C(C=CC(=C1)Cl)CO